(R)-6-((5-azaspiro[2.4]heptan-5-yl)methyl)-2-(6-(isopropylamino)-4-(1-(4-methyl-4H-1,2,4-triazol-3-yl)propan-2-yl)pyridin-2-yl)-4-(trifluoromethyl)isoindolin-1-one formate C(=O)O.C1CC12CN(CC2)CC2=CC(=C1CN(C(C1=C2)=O)C2=NC(=CC(=C2)[C@@H](CC2=NN=CN2C)C)NC(C)C)C(F)(F)F